N-methoxy-5-(4-methoxyphenyl)-N-methyl-oxazole-4-carboxamide CON(C(=O)C=1N=COC1C1=CC=C(C=C1)OC)C